7-bromo-5-(bromomethyl)-4-fluorobenzofuran BrC1=CC(=C(C=2C=COC21)F)CBr